COC([C@H](CC1C(NCC1)=O)NC(=O)[C@@H]1[C@H]2C([C@H]2CN1)(C)C)=O (2S)-2-((1r,2S,5S)-6,6-dimethyl-3-azabicyclo[3.1.0]hexane-2-carboxamido)-3-(2-oxopyrrolidin-3-yl)propionic acid methyl ester